COC1=NC(=CC(=N1)N1CCOCC1)N1N=C(C=C1)C=1C=C(C=CC1)C 4-(2-methoxy-6-(3-(m-tolyl)-1H-pyrazol-1-yl)pyrimidin-4-yl)morpholine